O(O)C(C=CC=CC=CC(=O)O)=CC=CCCCCCCCCC 8-hydroperoxy-eicosapentaenoic acid